C(C1=CC=CC=C1)OC1OC(CC2=CC=CC(=C12)O)=O (benzyloxy)-8-hydroxyisochroman-3-one